C(C)(C)(C)OC(=O)N1CC(NCC1)CC(=O)O 2-(4-(Tert-butoxycarbonyl)piperazin-2-yl)acetic acid